(1r,2'S,4S)-4-(3-chloroanilino)-2'-[(2R)-3-{[2-(hydroxymethyl)pyridin-4-yl]oxy}-2-methylpropyl]-2',3'-dihydrospiro[cyclohexane-1,1'-indene]-4-carboxylic acid ClC=1C=C(NC2(CCC3([C@H](CC4=CC=CC=C34)C[C@H](COC3=CC(=NC=C3)CO)C)CC2)C(=O)O)C=CC1